O1C(=CC=C1)C1=NC2=C(N1C#CC1=CC=C(C=C1)Cl)C=CC=C2 2-(2-furyl)-1-(2-p-chlorophenylethynyl)-1H-benzimidazole